ClC=1C(=NC=CC1C1=NC(=C(C=C1)CNCC1CCC(N1)=O)OC)C1=C(C(=CC=C1)NC1=NC=CC(=C1F)CNCC(C)O)Cl 5-((((3'-chloro-2'-(2-chloro-3-((3-fluoro-4-(((2-hydroxypropyl)amino)methyl)pyridin-2-yl)amino)phenyl)-6-methoxy-[2,4'-bipyridin]-5-yl)methyl)amino)methyl)pyrrolidin-2-one